C1NC(CC12CCN(CC2)C(=O)OC(C)(C)C)C(=O)OCC 8-(tert-butyl) 3-ethyl 2,8-diazaspiro[4.5]decane-3,8-dicarboxylate